tri(vinyl-dimethyl-siloxy)silane C(=C)[Si](O[SiH](O[Si](C=C)(C)C)O[Si](C=C)(C)C)(C)C